methyl 2-((tert-butoxycarbonyl)amino)-3-(1-methyl-1H-imidazol-2-yl)propanoate C(C)(C)(C)OC(=O)NC(C(=O)OC)CC=1N(C=CN1)C